(S)-1-(1-((3-Chloro-2-methoxy-5-methylpyridin-4-yl)oxy)-8-((1,1,1-trifluoropropan-2-yl)oxy)isoquinolin-6-yl)-4-ethyl-3-(hydroxymethyl)-1H-1,2,4-triazol-5(4H)-one ClC=1C(=NC=C(C1OC1=NC=CC2=CC(=CC(=C12)O[C@H](C(F)(F)F)C)N1N=C(N(C1=O)CC)CO)C)OC